pyridine-3-carbonitrile citrate C(CC(O)(C(=O)O)CC(=O)O)(=O)O.N1=CC(=CC=C1)C#N